NCC(=O)OCC1=CC=C(C=C1)OC (4-methoxybenzyl) aminoacetate